CCC=CCCCC 3-OCTEN